C1(CCC1)[S@@](=O)C1=C(C=2C(=NC(=CC2C2CC3(COC3)C2)C2=CC=3C(N=C2)=NN(C3)C)S1)N (R)-2-(cyclobutylsulfinyl)-6-(2-methyl-2H-pyrazolo[3,4-b]pyridin-5-yl)-4-(2-oxaspiro[3.3]heptane-6-yl)thieno[2,3-b]pyridin-3-amine